methyl 4-amino-3-((2-(2,2-difluorocyclopropoxy)ethyl)amino)-5-methoxybenzoate NC1=C(C=C(C(=O)OC)C=C1OC)NCCOC1C(C1)(F)F